1-[6-(6-chloroquinazolin-4-yl)-7,8-dihydro-5H-1,6-naphthyridin-3-yl]-2,3-dihydropyrido[2,3-b][1,4]oxazine ClC=1C=C2C(=NC=NC2=CC1)N1CC=2C=C(C=NC2CC1)N1C2=C(OCC1)N=CC=C2